adamantyl p-hydroxystyrene-acrylate OC1=CC=C(C=CC=CC(=O)OC23CC4CC(CC(C2)C4)C3)C=C1